C(N)(=O)C1CCC(N(C1)C(=O)OC(C)(C)C)C1=CC=CC=C1 tert-butyl 5-carbamoyl-2-phenyl-piperidine-1-carboxylate